C(C)(C)(C)OC(=O)N1CC2=C(C=C(C=C2CC1)Br)F 6-bromo-8-fluoro-3,4-dihydroisoquinoline-2(1H)-carboxylic acid tert-butyl ester